butyl (3R)-3-(4-benzyloxy-3-formyl-phenoxy)piperidine-1-carboxylate C(C1=CC=CC=C1)OC1=C(C=C(O[C@H]2CN(CCC2)C(=O)OCCCC)C=C1)C=O